FC=1C=C(C=CC1)C#CC1=C(C=CC=C1)[N+](=O)[O-] 2-((3-fluorophenyl)ethynyl)-nitrobenzene